tert-butyl (tert-butoxycarbonyl)(7-(2-fluoro-3-(1-(1-(pyridin-4-yl)ethyl)-1H-pyrazol-4-yl)phenyl)-[1,2,4]triazolo[1,5-a]pyridin-2-yl)carbamate C(C)(C)(C)OC(=O)N(C(OC(C)(C)C)=O)C1=NN2C(C=C(C=C2)C2=C(C(=CC=C2)C=2C=NN(C2)C(C)C2=CC=NC=C2)F)=N1